C(CCCCC)C1C(C1/C=C/C(=O)OC)(C)C (e)-methyl 3-(3-hexyl-2,2-dimethylcyclopropyl)acrylate